tert-Butyl 3-((1-benzyl-1H-pyrazol-4-yl)oxy)pyrrolidine-1-carboxylate C(C1=CC=CC=C1)N1N=CC(=C1)OC1CN(CC1)C(=O)OC(C)(C)C